ClC1=C(C=CC(=C1F)OC)[C@@H]([C@](C(F)(F)F)(O)COCC)NC1=C2C=CC(NC2=CC(=C1)F)=O 5-{(1S,2S)-[1-(2-Chloro-3-fluoro-4-methoxyphenyl)-2-(ethoxymethyl)-3,3,3-trifluoro-2-hydroxypropyl]amino}-7-fluoro-1H-quinolin-2-one